NC1=C(C(=NC=N1)OC1=C(C=C(C=C1)NC(=O)C=1C(N(C=CC1)C1=CC=C(C=C1)Cl)=O)F)F N-(4-((6-amino-5-fluoropyrimidin-4-yl)oxy)-3-fluorophenyl)-1-(4-chlorophenyl)-2-oxo-1,2-dihydropyridine-3-carboxamide